CC1(OB(OC1(C)C)C=1C=C2CCN(CC2=C(C1)[C@H]1N(CCC1)C(=O)[O-])C([C@](C(F)(F)F)(C)O)=O)C (S)-2-(6-(4,4,5,5-tetramethyl-1,3,2-dioxaborolane-2-yl)-2-((S)-3,3,3-Trifluoro-2-hydroxy-2-methylpropionyl)-1,2,3,4-tetrahydroisoquinolin-8-yl)pyrrolidine-1-carboxylate